8-(1,3-dimethyl-1H-indazol-5-yl)-N-(4-methoxybenzyl)-2,7-dimethylpyrazolo[1,5-a][1,3,5]triazin-4-amine CN1N=C(C2=CC(=CC=C12)C=1C(=NN2C1N=C(N=C2NCC2=CC=C(C=C2)OC)C)C)C